2-{6-chloro-2-[(5-chloro-1-cyclopropyl-1H-pyrazol-4-yl)amino]quinazolin-7-yl}-6-methyl-2-azaspiro[3.3]heptan-6-ol ClC=1C=C2C=NC(=NC2=CC1N1CC2(C1)CC(C2)(O)C)NC=2C=NN(C2Cl)C2CC2